OC=1C=C(C=CC1O)C[C@@H](C(=O)O)OC(\C=C\C1=C(C(=C(C=C1)O)O)\C=C\C1=CC(=C(C=C1)O)O)=O (S)-3-(3,4-dihydroxyphenyl)-2-(((E)-3-(2-((E)-3,4-dihydroxystyryl)-3,4-dihydroxyphenyl)acryloyl)oxy)propanoic acid